5-(2,6-dioxopiperidin-3-yl)-1-methyl-1H-indole-2-carboxylic acid O=C1NC(CCC1C=1C=C2C=C(N(C2=CC1)C)C(=O)O)=O